(3,5-di-t-butylphenyl)acrylic acid octadecyl-carbonate C(CCCCCCCCCCCCCCCCC)OC(O)=O.C(C)(C)(C)C=1C=C(C=C(C1)C(C)(C)C)C(C(=O)O)=C